1-(3-(4-methoxyphenyl)-1,2,4-oxadiazol-5-yl)-N-((1-(3-methylbut-2-en-1-yl)pyrrolidin-3-yl)methyl)piperidine-4-carboxamide COC1=CC=C(C=C1)C1=NOC(=N1)N1CCC(CC1)C(=O)NCC1CN(CC1)CC=C(C)C